FC(C1=NN(C=C1[N+](=O)[O-])C(O)C1CCCCC1)F 3-difluoromethyl-4-nitro-1H-pyrazol-1-yl-cyclohexylmethanol